OC1=CC=C(C=C1)N=NC=1C=CC=C2C=C(C=C(C12)S(=O)(=O)O)S(=O)(=O)O 8-((4-hydroxyphenyl)diazenyl)naphthalene-1,3-disulfonic acid